oxopurine C1=NC(=O)N=C2C1=NC=N2